FC(C(=O)O)(F)F.FC=1C=C(C=CC1C=1CCNCC1)NC(=O)C=1OC=C(C1)C=1CCNCC1 4-(1,2,3,6-tetrahydro-pyridin-4-yl)-furan-2-carboxylic acid [3-fluoro-4-(1,2,3,6-tetrahydro-pyridin-4-yl)-phenyl]-amide trifluoroacetate